FC(=CCCC(=CCCC(CCC=1C(C(=C(C(C1C)=O)C)C)=O)(C)O)C)F 2-(11,11-difluoro-3-hydroxy-3,7-dimethylundecane-6,10-dien-1-yl)-3,5,6-trimethylcyclohexa-2,5-diene-1,4-dione